tert-butyl (3R,4R)-4-({7-bromo-5-fluoropyrrolo[2,1-f][1,2,4]triazin-2-yl}amino)-3-fluoropiperidine-1-carboxylate BrC1=CC(=C2C=NC(=NN21)N[C@H]2[C@@H](CN(CC2)C(=O)OC(C)(C)C)F)F